CN(CC=CC(=O)NC=1C=C2C(=NC=NC2=CC1OC)NC1=C(C=C(C=C1)OCC1=CC(=CC=C1)F)C(C)(C)O)C 4-(dimethylamino)-N-(4-((4-((3-fluorobenzyl)oxy)-2-(2-hydroxypropan-2-yl)phenyl)amino)-7-methoxyquinazolin-6-yl)but-2-enamide